tetrakis(pentafluorophenyl)borate FC1=C(C(=C(C(=C1[B-](C1=C(C(=C(C(=C1F)F)F)F)F)(C1=C(C(=C(C(=C1F)F)F)F)F)C1=C(C(=C(C(=C1F)F)F)F)F)F)F)F)F